(2S,4R)-4-((tert-Butyldimethylsilyl)oxy)-5-oxopyrrolidine-1,2-dicarboxylic acid 1-tert-butyl 2-methyl ester COC(=O)[C@H]1N(C([C@@H](C1)O[Si](C)(C)C(C)(C)C)=O)C(=O)OC(C)(C)C